bis(4-(naphthalene-1-yl)phenyl)amine C1(=CC=CC2=CC=CC=C12)C1=CC=C(C=C1)NC1=CC=C(C=C1)C1=CC=CC2=CC=CC=C12